C(C1=CC=CC=C1)OC(=O)N(CC(CCCC(C(=O)OC)(C([2H])([2H])[2H])C1=CC(=CC=C1)Br)(C)C)C methyl 7-(((benzyloxy)carbonyl)(methyl)amino)-2-(3-bromophenyl)-6,6-dimethyl-2-(methyl-d3)heptanoate